ClC=1C=C(C[C@H](N)C(=O)O)C=CC1Cl 3,4-dichloro-L-phenylalanine